C(#N)N1[C@H]2[C@@H](C[C@@H]1CC2)NC(=O)C2C1CCN(CC21)C2=CC(=CC(=C2)Cl)Cl N-((1R,2R,4S)-7-cyano-7-azabicyclo[2.2.1]heptan-2-yl)-3-(3,5-dichlorophenyl)-3-azabicyclo[4.1.0]heptane-7-carboxamide